Propyl-sorbitol silicon aluminum barium calcium manganese [Mn].[Ca].[Ba].[Al].[Si].C(CC)C(O)[C@H](O)[C@@H](O)[C@H](O)[C@H](O)CO